2,5-bis(n-octoxycarbonylmethyldithio)-1,3,4-thiadiazole C(CCCCCCC)OC(=O)CSSC=1SC(=NN1)SSCC(=O)OCCCCCCCC